BrC=1C=2N(C=C(C1)OCC(CS)C)N=CC2C#N 4-bromo-6-(thiabut-3-ylmethoxy)pyrazolo[1,5-a]pyridine-3-carbonitrile